N,N-diethyl-(trimethoxysilyl)propan-1-amine C(C)N(C(CC)[Si](OC)(OC)OC)CC